N-hydroxy-4-((4-(((2-(4-(1-methyl-6-oxo-1,6-dihydropyridin-3-yl)phenyl)cyclopropyl)amino)methyl)piperidin-1-yl)methyl)benzamide TFA Salt OC(=O)C(F)(F)F.ONC(C1=CC=C(C=C1)CN1CCC(CC1)CNC1C(C1)C1=CC=C(C=C1)C1=CN(C(C=C1)=O)C)=O